tert-butyl 3-(1-{3-[cyclohexyl(ethyl)amino]-3-oxopropyl}-5-fluoro-1H-benzimidazol-2-yl)piperidine-1-carboxylate C1(CCCCC1)N(C(CCN1C(=NC2=C1C=CC(=C2)F)C2CN(CCC2)C(=O)OC(C)(C)C)=O)CC